FC1=C2C(=CNC2=CC=C1)C(CC#N)=O 3-(4-fluoro-1H-indol-3-yl)-3-oxopropanenitrile